ethyl (2S)-2-[[(2S)-2-amino-3-[3,5-bis(2-chloroethylsulfanyl)phenyl]propanoyl]amino]-3-(4-chlorophenyl)propanoate hydrochloride Cl.N[C@H](C(=O)N[C@H](C(=O)OCC)CC1=CC=C(C=C1)Cl)CC1=CC(=CC(=C1)SCCCl)SCCCl